3-amino-N-{2-[3-amino-3-(difluoromethyl)pyrrolidin-1-yl]-5,6,7,8-tetrahydroquinolin-6-yl}-4,6-dimethylthieno[2,3-b]pyridine-2-carboxamide NC1=C(SC2=NC(=CC(=C21)C)C)C(=O)NC2CC=1C=CC(=NC1CC2)N2CC(CC2)(C(F)F)N